cyclohexyl-1-ethyl-2-oxo-1,2-dihydrobenzo[cd]indole-6-sulfonamide C1(CCCCC1)C1=CC=C2C3=C1C(N(C3=CC=C2S(=O)(=O)N)CC)=O